[Sn].[Cu].[Ag] silver copper-tin